C(C)(SCCCCCCOCC1=CC=CC=C1)=O S-(6-(benzyloxy) hexyl) ethanethioate